5-(2,2-difluoroethyl)-4-methoxy-pyrimidin-2-amine FC(CC=1C(=NC(=NC1)N)OC)F